2-methyl-1,3-benzodioxol-5-ylmethyl propionate C(CC)(=O)OCC1=CC2=C(OC(O2)C)C=C1